(±)-(4aR,13bS)-4-methyl-11-(trifluoromethyl)-1,2,3,4,4a,5,6,13b-octahydro-8H-[1,6]naphthyridino[5,6-b]quinazolin-8-one CN1CCC[C@H]2[C@H]1CCN1C2=NC2=CC(=CC=C2C1=O)C(F)(F)F |r|